(S)-methyl (6-((2-amino-2,4-dimethylpentyl)oxy)-5-chloro-[3,4'-bipyridin]-2'-yl)carbamate N[C@](COC1=C(C=C(C=N1)C1=CC(=NC=C1)NC(OC)=O)Cl)(CC(C)C)C